cyclopropanecarbonylpyridazine C1(CC1)C(=O)C=1N=NC=CC1